(E)-N'-(3,5-dimethoxybenzylidene)-6-(3-hydroxy-4-methoxyphenyl)pyrazine-2-carbohydrazide COC=1C=C(\C=N\NC(=O)C2=NC(=CN=C2)C2=CC(=C(C=C2)OC)O)C=C(C1)OC